CN([C@@H]1[C@@H](CCC1)N)C (1S,2R-cis)-N1,N1-dimethylcyclopentane-1,2-diamine